FC1=C(C=C(C=C1C(F)(F)F)N1N=CC=2C1=CN=C(C2)N2C(CN(CC2)S(=O)(=O)C)C)O 2-Fluoro-5-(5-(2-methyl-4-(methylsulfonyl)piperazin-1-yl)-1H-pyrazolo[3,4-c]pyridine-1-yl)-3-(trifluoromethyl)phenol